COC1=CC=C(C=C1)COC=1C=C(C=C(C1)S(=O)(=O)C)C=1C=C(C(N(C1)C)=O)C 5-[3-[(4-methoxyphenyl)methoxy]-5-methylsulfonylphenyl]-1,3-dimethylpyridin-2-one